N-(1-amino-4b-hydroxy-7-(2-methyl-cyclobutyl)-10-oxo-4b,10-dihydro-9bH-indeno[1,2-b]benzofuran-9b-yl)-3-methyl-4-(methylsulfonyl)-1H-pyrrole-2-carboxamide NC1=C2C(C3(C(OC4=C3C=CC(=C4)C4C(CC4)C)(C2=CC=C1)O)NC(=O)C=1NC=C(C1C)S(=O)(=O)C)=O